C(C)OC(=O)C=1N=NN(C1)CC(=O)C1=CC=C(C=C1)F.OC1=C(C(=O)N(C2=CC=C3C=CN(C3=C2)C)C(C)C)C=C(C(=C1)O)C(C)C 2,4-dihydroxy-N,5-diisopropyl-N-(1-methyl-1H-indol-6-yl)benzamide ethyl-1-[2-(4-fluorophenyl)-2-oxoethyl]-1,2,3-triazole-4-carboxylate